ClC1=CC=C2C(N(C(=NC2=C1)C)C1=CC=C(C=C1)O)=O 7-chloro-3-(4-hydroxyphenyl)-2-methyl-quinazolin-4(3H)-one